(2-Fluoro-4-(1-methyl-4-(trifluoromethyl)-1H-imidazol-2-yl)phenyl)methanol FC1=C(C=CC(=C1)C=1N(C=C(N1)C(F)(F)F)C)CO